C(C)OC(CN1C(C2=CC=CC(=C2C1=O)Br)(F)F)=O (4-bromo-1,1-difluoro-3-oxo-isoindolin-2-yl)acetic acid ethyl ester